chlorodipyrrolidinyl-carbon hexafluorophosphate F[P-](F)(F)(F)(F)F.Cl[C+](N1CCCC1)N1CCCC1